6-fluoro-5-piperazin-1-yl-pyridine-2-carboxamide FC1=C(C=CC(=N1)C(=O)N)N1CCNCC1